2-amino-1'-[5-cyano-2-[[1-(morpholinomethyl)cyclopropyl]methoxy]pyrimidin-4-yl]spiro[6,7-dihydro-5H-benzothiophene-4,3'-azetidine]-3-carbonitrile NC=1SC2=C(C1C#N)C1(CN(C1)C1=NC(=NC=C1C#N)OCC1(CC1)CN1CCOCC1)CCC2